4-(chloromethyl)-7,7-dimethyl-N-(5-((1s,3s)-3-methyl-1-(4-methyl-4H-1,2,4-triazol-3-yl)cyclobutyl)pyridin-3-yl)-6,7-dihydro-5H-cyclopenta[b]pyridine-2-carboxamide ClCC1=C2C(=NC(=C1)C(=O)NC=1C=NC=C(C1)C1(CC(C1)C)C1=NN=CN1C)C(CC2)(C)C